2-(2-aminoethoxy)-5-chloro-N-(2-chloro-4-nitrophenyl)benzamide NCCOC1=C(C(=O)NC2=C(C=C(C=C2)[N+](=O)[O-])Cl)C=C(C=C1)Cl